ClC1=CC=C(COC2=NN=C(S2)C2=C(C(=O)N)C(=CC(=N2)CC#N)C2=C(C=CC=C2)OC)C=C1 (5-((4-chlorobenzyl)oxy)-1,3,4-thiadiazol-2-yl)-6-(cyanomethyl)-4-(2-methoxyphenyl)nicotinamide